BrC1=CC2=C(N=C3SCC(C(N32)=O)C)C=C1 7-Bromo-3-methyl-2,3-dihydro-4H-benzo[4,5]imidazo[2,1-b][1,3]thiazin-4-one